FC(C1(CC1)C#CC1=C2CCCN(C2=CC=C1)C1=NC=2N(C3=C1C=C(C=N3)F)C(=NN2)C)F 5-(5-((1-(difluoromethyl)cyclopropyl)ethynyl)-3,4-dihydroquinolin-1(2H)-yl)-3-fluoro-9-methylpyrido[3,2-e][1,2,4]triazolo[4,3-a]pyrimidine